C(C)C=1C(=CC=C2C=C(C=C(C12)C1=C(C=C2C(=NC(=NC2=C1F)OC[C@]12CCCN2C[C@@H](C1)F)N1CC2(CC(NC2=O)=O)CCC1)F)O)F 7-(7-(8-ethyl-7-fluoro-3-hydroxynaphthalen-1-yl)-6,8-difluoro-2-(((2R,7aS)-2-fluorotetrahydro-1H-pyrrolizin-7a(5H)-yl)methoxy)quinazolin-4-yl)-2,7-diazaspiro[4.5]decane-1,3-dione